tetravinyl-stannane C(=C)[Sn](C=C)(C=C)C=C